(3s,5s)-3-aminomethyl-6-(3-chloro-phenyl)-5-methyl-hexanoic acid NC[C@H](CC(=O)O)C[C@@H](CC1=CC(=CC=C1)Cl)C